4-Anthrol C1=CC=C(C2=CC3=CC=CC=C3C=C12)O